C(C=C)Cl.[Sn] tin (allyl) chloride